CN(C)CC1=C(C=CC=C1)C1=CC=C(S1)C(C)NC1=NC(=NC2=CC=C(C=C12)N)C N4-[1-(5-{2-[(dimethylamino)methyl]phenyl}-2-thienyl)ethyl]-2-methyl-quinazoline-4,6-diamine